N-(3-(1-((7-(1H-Pyrazol-4-yl)-2,3-dihydrofuro[3,2-c]pyridin-4-yl)amino)ethyl)phenyl)acetamid N1N=CC(=C1)C=1C2=C(C(=NC1)NC(C)C=1C=C(C=CC1)NC(C)=O)CCO2